N-(5-hydroxypyridin-2-yl)-4-(1,1,1-trifluoropropan-2-yl)benzamide OC=1C=CC(=NC1)NC(C1=CC=C(C=C1)C(C(F)(F)F)C)=O